C(C)(C)[SiH2]OC(=C)C1=CC=CC=C1 Isopropyl-((1-phenylvinyl)oxy)silane